1-(2-(benzo[d][1,3]dioxol-5-ylamino)-5-methylpyrimidin-4-yl)-N-(1-(4-fluorophenyl)-2-hydroxyethyl)-1H-pyrrole-3-carboxamide O1COC2=C1C=CC(=C2)NC2=NC=C(C(=N2)N2C=C(C=C2)C(=O)NC(CO)C2=CC=C(C=C2)F)C